NC1=C(C=CC(=N1)NC(=O)[C@H](C(C1CC1)C1CC1)NC(OC(C)(C)C)=O)C=1C(=NN(C1C)COCC[Si](C)(C)C)C tert-butyl N-[(1S)-1-[[6-amino-5-[3,5-dimethyl-1-(2-trimethylsilylethoxymethyl)pyrazol-4-yl]-2-pyridyl]carbamoyl]-2,2-dicyclopropyl-ethyl]carbamate